tetradecyl 8-bromooctanoate BrCCCCCCCC(=O)OCCCCCCCCCCCCCC